CC1=CC=C(C=C1)C1=CC=CC=C1 4-methylbiphenyl